tert-butyl 3-chloro-10-methyl-5,8,9,10-tetrahydropyrido[3',2':4,5]pyrrolo[2,3-d]azepine-7(6H)-carboxylate ClC1=CC2=C(N(C=3CCN(CCC32)C(=O)OC(C)(C)C)C)N=C1